[C@H]12[C@@H](C[C@H](CC1)C2)NC2=NC(=NC(=N2)NC2=CC=CC=C2)C2=CC=CC=C2 N2-((1S,2R,4R)-bicyclo[2.2.1]heptan-2-yl)-N4,6-diphenyl-1,3,5-triazine-2,4-diamine